S(=O)(=O)(OC=1C=CC2=C(C[C@H]3CCCN([C@@H]3C2)CCC)C1O)O (4aR,10aR)-6-hydroxy-1-propyl-1,2,3,4,4a,5,10,10a-octahydrobenzo[g]quinolin-7-yl hydrogen sulfate